N-[4-[(4-fluorophenyl)methyl]-6,8-dimethyl-2,3-dihydro-1,4-benzoxazin-7-yl]-3,3-dimethyl-butanamide FC1=CC=C(C=C1)CN1CCOC2=C1C=C(C(=C2C)NC(CC(C)(C)C)=O)C